CS(=O)(=O)C=1C=C(C=C(C1)C(F)(F)F)CC1CC2(CNC2)C1 6-[[3-methylsulfonyl-5-(trifluoromethyl)phenyl]methyl]-2-azaspiro[3.3]heptane